C(C)N(CC)C1=C(C(=O)O)C=CC=C1 (diethylamino)benzoic acid